ClC12C(C(C(C=C1)(C2)Cl)(Cl)Cl)(Cl)Cl hexachloro-5-norbornene